methylene-3-(3,5-di-tert-butyl-4-hydroxyphenyl)propionate C=C(C(=O)[O-])CC1=CC(=C(C(=C1)C(C)(C)C)O)C(C)(C)C